8-((tert-butyldimethylsilyl)oxy)-3-azabicyclo[3.2.1]octane [Si](C)(C)(C(C)(C)C)OC1C2CNCC1CC2